C(C)(C)(C)OC(=O)C1=CC=C(C=C1)N1CCC2(CN(CCO2)C2CC(C2)OC2=CC(=C(C(=O)OC)C=C2)OC)CC1 methyl 4-[3-[9-(4-tert-butoxycarbonylphenyl)-1-oxa-4,9-diazaspiro[5.5]undec-4-yl] cyclobutoxy]-2-methoxybenzoate